5-(2-Fluorobenzyl)-8-methyl-7-(1-(2-(trifluoromethyl)pyridin-3-yl)piperidin-4-yl)pyrido[2,3-b]pyrazin-6(5H)-one FC1=C(CN2C(C(=C(C=3C2=NC=CN3)C)C3CCN(CC3)C=3C(=NC=CC3)C(F)(F)F)=O)C=CC=C1